C1(C=2C3=C(COC2CCC1)C=CC=C3)O tetrahydro-6H-benzo[c]chromene-1-ol